C(C)(C)OC1=C(C=CC=C1)[C@@H]1CN(CCN1)C1CCC(CC1)N1[C@@H](COCC1)C (R)-4-((1R,4R)-4-((R)-3-(2-isopropoxyphenyl)piperazin-1-yl)cyclohexyl)-3-methylmorpholine